NC1=C2N=C(N(C2=NC=N1)CCC(=O)NCC(C)C)SC1=CC2=C(OCO2)C=C1C=1SC=CN1 3-(6-amino-8-((6-(thiazol-2-yl)benzo[d][1,3]dioxol-5-yl)thio)-9H-purin-9-yl)-N-isobutylpropanamide